FC(C(=O)[O-])(F)F.COC(=O)OCOC(C(=O)OC1CC2CCC(C1)[N+]21CCCC1)(C1=CC=CC=C1)C1=CC=CC=C1 3-(2-(((Methoxycarbonyl)oxy)methoxy)-2,2-diphenylacetoxy)spiro[bicyclo[3.2.1]octane-8,1'-pyrrolidin]-8-ium trifluoroacetate